isopropyl ((S)-(((2R,3S,5R)-5-(6-amino-2-chloro-9H-purin-9-yl)-2-ethynyl-3-hydroxytetrahydrofuran-2-yl)methoxy)(phenoxy)phosphoryl)-L-alaninate NC1=C2N=CN(C2=NC(=N1)Cl)[C@H]1C[C@@H]([C@@](O1)(C#C)CO[P@](=O)(OC1=CC=CC=C1)N[C@@H](C)C(=O)OC(C)C)O